3-(5-(((R)-4-(bis(4-fluorophenyl)methyl)-3,3-difluoropiperidin-1-yl)methyl)-1-oxoisoindolin-2-yl)piperidine-2,6-dione FC1=CC=C(C=C1)C([C@@H]1C(CN(CC1)CC=1C=C2CN(C(C2=CC1)=O)C1C(NC(CC1)=O)=O)(F)F)C1=CC=C(C=C1)F